2-(2,6-dioxopiperidin-3-yl)-5-((5-(6-(methyl(1-(5-(5-methyl-5H-pyrido[4,3-b]indol-7-yl)pyridin-2-yl)azetidin-3-yl)amino)-2-azaspiro[3.3]heptan-2-yl)pentyl)oxy)isoindoline-1,3-dione O=C1NC(CCC1N1C(C2=CC=C(C=C2C1=O)OCCCCCN1CC2(C1)CC(C2)N(C2CN(C2)C2=NC=C(C=C2)C=2C=CC=1C3=C(N(C1C2)C)C=CN=C3)C)=O)=O